BrC=1C=CC2=C([Se]C3=C(B2C2=C(C=C(C=C2C(C)C)C(C)C)C(C)C)C=CC=C3)C1 3-bromo-10-(2,4,6-triisopropylphenyl)-10H-dibenzo[b,e][1,4]selenaborinine